1-fluoro-3-methylbenzene FC1=CC(=CC=C1)C